FS(C1=CC=C(NC2=NC=CC=C2C#N)C=C1)(F)(F)(F)F 2-[4-(Pentafluoro-λ6-sulfanyl)anilino]pyridine-3-carbonitrile